ClC1=C(C(=O)O)C=CC(=C1)N1C2CCC(C(C1)C2)C#N 2-chloro-4-(2-cyano-6-azabicyclo[3.2.1]octan-6-yl)benzoic acid